(R)-2'-chloro-5'-(difluoromethoxy)-6-methyl-N-(5-((tetrahydrofuran-3-yl)methoxy)-1,3,4-thiadiazol-2-yl)propan-yl(4,4'-bipyridine)-3-carboxamide ClC1=NC=C(C(=C1)C1=C(C=NC(=C1)C)C(=O)NCCCC=1SC(=NN1)OC[C@H]1COCC1)OC(F)F